2,2-dilinoleyl-4-(2-dimethylaminoethyl)-1,3-dioxohexane C(CCCCCCC\C=C/C\C=C/CCCCC)C(C=O)(C(C(CC)CCN(C)C)=O)CCCCCCCC\C=C/C\C=C/CCCCC